2-(9-cyclopropyl-6-((2S,5R)-4-(1-(3,3-dimethyl-2,3-dihydrobenzo[b][1,4]dioxin-6-yl)ethyl)-2,5-dimethylpiperazin-1-yl)-3-methyl-2-oxo-3,9-dihydro-2H-purin-8-yl)acetonitrile C1(CC1)N1C=2N(C(N=C(C2N=C1CC#N)N1[C@H](CN([C@@H](C1)C)C(C)C1=CC2=C(OCC(O2)(C)C)C=C1)C)=O)C